3-amino-4-(4,5-diamino-1,2,4-triazole-3-yl)-furazan zinc nitrate [N+](=O)([O-])[O-].[Zn+2].NC1=NON=C1C1=NN=C(N1N)N.[N+](=O)([O-])[O-]